pyridoOxazole O1C=NC2=C1C=CC=N2